[Si](C)(C)(C(C)(C)C)OC=1C=C2C(=NN(C2=CC1)C1OCCCC1)C1=CC=CC(=N1)O[C@@H](COCC[C@@H](C)CS(=O)(=O)[O-])C [(1R)-3-[(2R)-2-[[6-[5-[tert-butyl(dimethyl)silyl]oxy-1-tetrahydropyran-2-yl-indazol-3-yl]-2-pyridyl]oxy]propoxy]-1-methyl-propyl]methanesulfonate